BrC1=CC=C(C2=CC(=CC=C12)OC)[C@H](C[C@H](CC(=O)[O-])O)N[S@](=O)C(C)(C)C (3R,5S)-5-(4-bromo-7-methoxynaphthalen-1-yl)-5-(((R)-tert-butylsulfinyl) amino)-3-hydroxyvalerate